ClC1=C(C=CC=C1)CC(=O)NC1=CC(=C(C=C1)N1N=CC(=C1)CC(F)(F)F)S(NCC1=C(C=C(C=C1)OC)OC)(=O)=O (2-chlorophenyl)-N-{3-[(2,4-dimethoxybenzyl)sulfamoyl]-4-[4-(2,2,2-trifluoroethyl)-1H-pyrazol-1-yl]phenyl}acetamide